[Na+].C(C)[NH2+]CC N-ethyl-ethylammonium sodium salt